1-(4-bromothiophen-3-yl)-3-(4-methoxybenzyl)dihydropyrimidine-2,4(1H,3H)-dione BrC=1C(=CSC1)N1C(N(C(CC1)=O)CC1=CC=C(C=C1)OC)=O